ClC=1C=C2CCN(CC2=C(C1)[C@H]1N(CCC1)C(=O)OC(C)(C)C)C([C@@](C(F)(F)F)(C)OC)=O (S)-tert-butyl 2-(6-chloro-2-((R)-3,3,3-trifluoro-2-methoxy-2-methylpropionyl)-1,2,3,4-tetrahydroisoquinolin-8-yl)pyrrolidine-1-carboxylate